tetradecan-13-en-11-yn-1-ol C(CCCCCCCCCC#CC=C)O